3,3'-Iminobis{1-[3-(triethoxysilyl)propyl]-5-p-tolyl-1,2,4-triazole} N(C1=NN(C(=N1)C1=CC=C(C=C1)C)CCC[Si](OCC)(OCC)OCC)C1=NN(C(=N1)C1=CC=C(C=C1)C)CCC[Si](OCC)(OCC)OCC